ClC1=CC=C(C[C@H]2[C@H]3[C@]4(NC([C@@H]2C[C@H]4CN3CC(C)C)=O)C(=O)NCC(C)C)C=C1 |o1:6,7,8,11,13| (3S*,3aS*,6R*,7R*,7aS*)-7-(4-chlorobenzyl)-N,1-diisobutyl-5-oxooctahydro-3aH-3,6-methanopyrrolo[3,2-b]pyridine-3a-carboxamide